CN(C(CC(=O)O[C@H](C(=O)OCCCCCCCOC(CCCCCCCC)=O)CC(=O)OCCCCCCCOC(CCCCCCCC)=O)C)C Bis(7-(nonanoyloxy)heptyl) (S)-2-((3-(dimethylamino)butanoyl)oxy)succinate